4-[[4-[[3-(3-fluoro-4-methoxyphenyl)imidazo[1,2-a]pyrazin-8-yl]amino]-2-methylbenzoyl]-methylamino]butanoic acid FC=1C=C(C=CC1OC)C1=CN=C2N1C=CN=C2NC2=CC(=C(C(=O)N(CCCC(=O)O)C)C=C2)C